C(C)(C)(C)OC(=O)N1CCC(C2=CC=CC=C12)(NCC=1C(=NC(=NC1)SC)NC)C 4-methyl-4-[[4-(methylamino)-2-methylsulfanyl-pyrimidin-5-yl]methylamino]-2,3-dihydroquinoline-1-carboxylic acid tert-butyl ester